(4R,6R,7R)-4-[N'-(2-hydroxyethyl)-N-(propan-2-yl)hydrazine-carbonyl]-6-methyl-6,11-diazatetracyclo[7.6.1.02,7.012,16]hexadeca-1(16),2,9,12,14-pentaen-6-ium OCCNN(C(=O)[C@@H]1C=C2C=3C=CC=C4NC=C(C[C@H]2[NH+](C1)C)C34)C(C)C